N[C@@H](C(=O)NCCCC[C@@H](C(=O)OC(C)(C)C)NC(=O)N[C@H](C(=O)OC(C)(C)C)CCC(=O)OC(C)(C)C)CC1=CC2=CC=CC=C2C=C1N(C)C(=O)OC(C)(C)C di-tert-butyl (2S)-2-({[(2S)-6-{[(2R)-2-amino-3-{3-[(tert-butoxycarbonyl)(methyl)amino]naphthalen-2-yl}propanoyl]amino}-1-tert-butoxy-1-oxohexan-2-yl]carbamoyl}amino)pentanedioate